CCOP(=S)(OC)OC1=CC(=C(C=C1Cl)Cl)Cl trichlorol